CNC(=O)C=1N(C(=CC1)C=1CCNCC1)C N,1-dimethyl-5-(1,2,3,6-tetrahydropyridin-4-yl)-1H-pyrrole-2-carboxamide